CC=1N=C2N(N=C(C=C2OC2=CC=CC=C2)C=2C=C3C=NN(C(C3=CC2)=O)C2CCN(CC2)C(=O)OC(C)(C)C)C1 tert-butyl 4-[6-(2-methyl-8-phenoxy-imidazo[1,2-b]pyridazin-6-yl)-1-oxo-phthalazin-2-yl]piperidine-1-carboxylate